C(C)(C)(C)OC(=O)N1CC(C1)OC1=C2C(N(C(C2=CC=C1)=O)C1C(N(C(CC1)=O)C(=O)OC(C)(C)C)=O)=O tert-butyl 3-[4-(1-tert-butoxycarbonylazetidin-3-yl)oxy-1,3-dioxo-isoindolin-2-yl]-2,6-dioxo-piperidine-1-carboxylate